BrC1=CC(=C2C=C(N=NC2=C1)Cl)F 7-bromo-3-chloro-5-fluorocinnoline